BrC(C(=O)NC=1C=C2C=NNC2=CC1)C1=CC(=CC=C1)F 2-bromo-2-(3-fluorophenyl)-N-(1H-indazol-5-yl)acetamide